NC1=C2C(=NC=N1)N(N=C2C2=CC=C(C=C2)OC2=CC=CC=C2)C2CC1(CNC1)C2 6-(4-amino-3-(4-phenoxyphenyl)-1H-pyrazolo[3,4-d]pyrimidin-1-yl)-2-azaspiro[3.3]heptane